C1=CC=CC=2C3=CC=CC=C3N(C12)C=1C(=C(C=C(C1)C)C(CNC1=C(C=C(C=C1N1C2=CC=CC=C2C=2C=CC=CC12)C)C1=CC=CC=C1)OC)O [2'-((3-carbazol-9-yl)-2-hydroxy-5-methylphenyl)(2-methoxyethyl)amino]-3-(9H-carbazol-9-yl)-5-methyl-[1,1'-biphenyl]